N1=C(N=CC=C1)C=O pyrimidinecarbaldehyde